C(C)(=O)N1C[C@@H]([C@@H](C1)NC=1N=CC2=CC(=NC=C2C1)C1=C(C(=CC(=C1Cl)OC)OC)Cl)NC(C=C)=O N-((3S,4R)-1-acetyl-4-((7-(2,6-dichloro-3,5-dimethoxyphenyl)-2,6-naphthyridin-3-yl)amino)pyrrolidin-3-yl)acrylamide